5,3',4'-trihydroxy-7-methoxyflavone OC1=C2C(C=C(OC2=CC(=C1)OC)C1=CC(=C(C=C1)O)O)=O